1-propenoyl-pyrrolidine-2-carboxamide C(C=C)(=O)N1C(CCC1)C(=O)N